1-(4-(6-(benzyloxy)-2-methyl-3,4-dihydronaphthalen-1-yl)phenyl)-4-(dimethoxymethyl)piperidine C(C1=CC=CC=C1)OC=1C=C2CCC(=C(C2=CC1)C1=CC=C(C=C1)N1CCC(CC1)C(OC)OC)C